COC1=C(C=C(C=C1)C)[C@@]1([C@@H](C1)C1=NC(=NC=C1)OC)C(=O)NS(=O)(=O)C=1C=2C=CC(=NC2C=CC1)C (1R,2R)-1-(2-methoxy-5-methylphenyl)-2-(2-methoxypyrimidin-4-yl)-N-(2-methylquinoline-5-sulfonyl)cyclopropane-1-carboxamide